OC(CN(CCCCNC(OC(C)(C)C)=O)CC(CCCCCCCC)O)CCCCCCCC tert-butyl (4-(bis(2-hydroxydecyl)amino)butyl)carbamate